C(C)(=O)C=1C(=CSC1)OCC1=CC=C(CN2CCOCC2)C=C1 4-{4-[(4-Acetylthiophen-3-yloxy)methyl]benzyl}morpholine